{[5-(3,4-Dimethoxyphenyl)-1-(2,4-dinitrophenyl)-1H-pyrazol-3-yl]oxy}acetic acid COC=1C=C(C=CC1OC)C1=CC(=NN1C1=C(C=C(C=C1)[N+](=O)[O-])[N+](=O)[O-])OCC(=O)O